4,5-dihydro-thiazole S1C=NCC1